CC1=NC=CC=2C3=CC(=CC=C3NC12)NC(=S)NC1=CC=C(C=C1)C 1-(1-Methyl-beta-carbolin-6-yl)-3-(p-tolyl)thiourea